ON1N=NC2=C(C1=O)C=CC=C2 3-hydroxy-1,2,3-benzotriazin-4-one